1-(1-((3R,4S)-3-fluoro-tetrahydropyran-4-yl)-1H-triazol-4-yl)-methane F[C@H]1COCC[C@@H]1N1N=NC(=C1)C